3-Methyl-5-(N-(quinolin-8-ylmethyl)-N-phenethylsulfamoyl)benzofuran-2-carboxylic acid ethyl ester C(C)OC(=O)C=1OC2=C(C1C)C=C(C=C2)S(N(CCC2=CC=CC=C2)CC=2C=CC=C1C=CC=NC21)(=O)=O